[Si](C)(C)(C(C)(C)C)OCC1(CCN(CC1)C=1C=CC(=NC1)NC=1C=CC(=C2CN(C(C12)=O)C(=O)OC(C)(C)C)Cl)O tert-butyl 7-{[5-(4-{[(tert-butyldimethylsilyl)oxy]methyl}-4-hydroxypiperidin-1-yl)pyridin-2-yl]amino}-4-chloro-1-oxo-3H-isoindole-2-carboxylate